3-[4-[4-[(4S)-3,3-difluoro-4-piperidinyl]piperazin-1-yl]-3-fluoro-anilino]piperidine-2,6-dione HCl salt Cl.FC1(CNCC[C@@H]1N1CCN(CC1)C1=C(C=C(NC2C(NC(CC2)=O)=O)C=C1)F)F